NC=1C=C(C=CC1)S(=O)(=O)NC1=NC=C(C(=N1)OC1=CC=CC=C1)C1=C(C=CC=C1)C(C)C 3-amino-N-[5-(2-isopropylphenyl)-4-phenoxy-pyrimidin-2-yl]benzenesulfonamide